hydroxy-3-acetyl-coumarin oxime OC1=C(C(OC2=CC=CC=C12)=NO)C(C)=O